C1(=CC=CC=C1)N1N=CC2=C1N=C/1N(C2=O)CC\C1=C/C1=CC(=C(C(=C1)OC)OC)OC (E)-1-phenyl-8-(3,4,5-trimethoxybenzylidene)-7,8-dihydro-1H-pyrazolo[3,4-D]pyrrolo[1,2-a]pyrimidine-4(6H)-one